C(=O)C=1C=C(C=CC1O)C=C(C#N)C1=CC=C(C=C1)[N+](=O)[O-] 3-(3-formyl-4-hydroxyphenyl)-2-(4-nitrophenyl)-acrylonitrile